N-hydroxycyclopropanecarbonylimidazolidine chloride [Cl-].ON1C(NCC1)C(=O)C1CC1